4-(2-(((benzyloxy)carbonyl)amino)acetyl)-3-(hydroxymethyl)piperazine-1-carboxylic acid tert-butyl ester C(C)(C)(C)OC(=O)N1CC(N(CC1)C(CNC(=O)OCC1=CC=CC=C1)=O)CO